tert-butyl 4-{8-[(3-methyl-4-{[1,2,4]triazolo[1,5-a]pyridin-7-yloxy}phenyl)amino]pyrimido[5,4-d][1,3]diazin-2-yl}-1,2,3,6-tetrahydropyridine-1-carboxylate CC=1C=C(C=CC1OC1=CC=2N(C=C1)N=CN2)NC2=NC=NC1=C2N=C(N=C1)C=1CCN(CC1)C(=O)OC(C)(C)C